amino-3-cyano-1-(4-cyanophenyl)pyrazole NC=1C(=NN(C1)C1=CC=C(C=C1)C#N)C#N